CNC(CCSC(C)C1=CC=CC=C1)=O N-methyl-3-((1-phenylethyl)thio)propanamide